O1C(=NN=C1)N 1,3,4-oxadiazol-2-amine